ClC1=NC(=NC(=N1)N1CCCC1)N1CCCC1 2-chloro-4,6-dipyrrolidinyl-1,3,5-triazine